BrC=1C=C(C(=O)NC(C)C2=NC=CN=C2N2N=CN(C2=O)CC(F)(F)F)C=C(C1)C(F)(F)F 3-bromo-N-[1-[3-[5-oxo-4-(2,2,2-trifluoroethyl)-1,2,4-triazol-1-yl]pyrazin-2-yl]ethyl]-5-(trifluoromethyl)benzamide